C(C)(C)(C)OC(=O)N1C(CNCC1)CC=1C=NC(=CC1)Br ((6-bromopyridin-3-yl)methyl)piperazine-1-carboxylic acid tert-butyl ester